FC1=CC=C(C=C1)C(CN1CCC(CC1)CN1C(C2=CC=CC=C2C1)=O)=O 2-((1-(2-(4-fluorophenyl)-2-oxoethyl)piperidin-4-yl)methyl)isoindolin-1-one